S1C(=CC=C1)CN1[C@@H](CCC1)C(=O)O (2-thiophenylmethyl)-proline